FC1=C(C=C(C(=O)OC)C=C1[N+](=O)[O-])SCCCN1CCOCC1 methyl 4-fluoro-3-((3-morpholinopropyl) thio)-5-nitrobenzoate